6-chloro-7-methoxy-3-{[(1-methyl-2-oxo-1,2-dihydropyridin-3-yl)amino]methyl}-1,2-dihydro-quinolin-2-one ClC=1C=C2C=C(C(NC2=CC1OC)=O)CNC=1C(N(C=CC1)C)=O